styrene-maleamide C(=CC1=CC=CC=C1)/C(=C/C(=O)N)/C(=O)N